Tert-butyl 4-(3-bromo-9-ethyl-6,6-dimethyl-6,11-dihydro-5H-benzo[b]carbazol-8-yl)piperidine-1-carboxylate BrC1=CC=C2C=3CC4=C(C(C3NC2=C1)(C)C)C=C(C(=C4)CC)C4CCN(CC4)C(=O)OC(C)(C)C